ClC1=C(C(=CC=C1)Cl)CC(=O)N1[C@H](C2=CC=CC(=C2C[C@@H]1CO)C=1C=NN(C1)C)C 2-(2,6-Dichlorophenyl)-1-((1S,3R)-3-(hydroxymethyl)-1-methyl-5-(1-methyl-1H-pyrazol-4-yl)-3,4-dihydroisochinolin-2(1H)-yl)ethan-1-on